CC1=CC(=CC=C1)C(=O)N(C)C N,N,3-trimethylbenzamide